di-(2-methyl-3-furanyl) disulfide CC=1OC=CC1SSC1=C(OC=C1)C